COC1=NC=CC=C1C=1N=CC2=C(N1)C(=CN2)CC2=CC=C(C=C2)C=2N(C=C(N2)C(F)(F)F)C 2-(2-methoxy-3-pyridyl)-7-[[4-[1-methyl-4-(trifluoromethyl)imidazol-2-yl]phenyl]methyl]-5H-pyrrolo[3,2-d]pyrimidine